CO[C@]1(COCC1)C1=CC(=CC(=N1)N1C(N(C=2C=NC(=CC21)NC(C)=O)C)=O)C (S)-N-(1-(6-(3-Methoxytetrahydrofuran-3-yl)-4-methylpyridin-2-yl)-3-methyl-2-oxo-2,3-dihydro-1H-imidazo[4,5-c]pyridin-6-yl)acetamide